FC(S(=O)(=O)OC1=CC(=NC=C1)C1(CC1)F)(F)F 2-(1-fluorocyclopropyl)pyridin-4-yl trifluoromethanesulfonate